(1R)-2,3-dihydro-1H-inden-1-amine HCl Cl.[C@H]1(CCC2=CC=CC=C12)N